(6-(4-(2,2-difluoroethyl)piperazin-1-yl)-2,2-dimethyl-2,3-dihydrofuro[2,3-b]pyridin-5-yl)pyrazolo[1,5-a]pyrimidine-3-carboxamide FC(CN1CCN(CC1)C1=C(C=C2C(=N1)OC(C2)(C)C)C2=NN1C(N=CC=C1)=C2C(=O)N)F